CCCCCCCCCCCCCCCCCCCC(=O)OC[C@H](COP(=O)([O-])OCC[N+](C)(C)C)OC(=O)CCC/C=C\C/C=C\C/C=C\C/C=C\CCCCC 1-eicosanoyl-2-(5Z,8Z,11Z,14Z-eicosatetraenoyl)-sn-glycero-3-phosphocholine